C1=CC=CC=2SC3=CC=CC=C3SC12.C1(=CC=CC=C1)C1=CC=CC=C1 biphenyl thianthrene salt